rac-(1R,2R,3S,4R,5S)-N-(6-cyclopropyl-4-(trifluoromethyl)pyridin-2-yl)-5-hydroxy-3-(1-methyl-3-(trifluoromethyl)-1H-pyrazol-4-yl)-7-oxabicyclo[2.2.1]heptane-2-carboxamide C1(CC1)C1=CC(=CC(=N1)NC(=O)[C@H]1[C@H]2C[C@@H]([C@@H]([C@@H]1C=1C(=NN(C1)C)C(F)(F)F)O2)O)C(F)(F)F |r|